Cl.N1CC(C1)OC=1C=CC(=NC1)C(=O)NC 5-(azetidin-3-yloxy)-N-methylpyridin-2-carboxamide hydrochloride